bis(2,4,6-trichlorophenyl)-2-methylmalonate ClC1=C(C(=CC(=C1)Cl)Cl)OC(C(C(=O)OC1=C(C=C(C=C1Cl)Cl)Cl)C)=O